C(C)(=O)NC1=CC=C(C=C1)C=1C=CC=2N(C1)C(N(N2)C\C(\CNC(OC(C)(C)C)=O)=C\F)=O tert-butyl (E)-(2-((6-(4-acetamidophenyl)-3-oxo-[1,2,4]triazolo[4,3-a]pyridine-2(3H)-yl)methyl)-3-fluoroallyl)carbamate